COC1=C(C=2NC3=CC=CC=C3C2C=C1)C(=O)OCC1=NC=CC=C1 methoxy-2-pyridylmethoxycarbonyl-carbazole